BrC=1C=C(SC1)C(=O)N[C@H]1[C@H](CCCC1)NC(OC(C)(C)C)=O tert-butyl [(1S,2R)-2-{[(4-bromothiophen-2-yl) carbonyl]amino}cyclohexyl]carbamate